C(C=CC=CCCCCCCCCCCCCC)(=O)OC (9z,12e)-methyl octadecadienoate